N-(3-aminopropyl)-N-methylcarbamic acid tert-butyl ester CC(C)(C)OC(=O)N(C)CCCN